1-(benzyl-(cyclopropyl)amino)-2-hexanone C(C1=CC=CC=C1)N(CC(CCCC)=O)C1CC1